Bis(2,4-di-tert-butylphenyl)pentaerythritol diphosphonate thiodipropionate S(CCC(=O)O)CCC(=O)O.P(=O)(O)OP(=O)O.C(C)(C)(C)C1=C(C=CC(=C1)C(C)(C)C)C(O)(C(CO)(CO)CO)C1=C(C=C(C=C1)C(C)(C)C)C(C)(C)C